tert-butyl((1s,3s)-1-(4-(1-ethyl-2-oxo-7-phenyl-2,3-dihydro-1H-pyrido[2,3-b][1,4]oxazin-6-yl)phenyl)-3-hydroxycyclobutyl)carbamate C(C)(C)(C)OC(NC1(CC(C1)O)C1=CC=C(C=C1)C=1C(=CC2=C(OCC(N2CC)=O)N1)C1=CC=CC=C1)=O